2'-amino-N-(5-chloro-6-(2H-1,2,3-triazol-2-yl)pyridin-3-yl)-2,4'-difluoro-5-methyl-[1,1'-biphenyl]-4-carboxamide NC1=C(C=CC(=C1)F)C1=C(C=C(C(=C1)C)C(=O)NC=1C=NC(=C(C1)Cl)N1N=CC=N1)F